(Z)-4-((4-(tert-butyl)benzyl)thio)-3-(3-(2-chlorophenyl)-1-methyl-1H-1,2,4-triazol-5-yl)-N'-ethoxybenzamidine C(C)(C)(C)C1=CC=C(CSC2=C(C=C(/C(=N/OCC)/N)C=C2)C2=NC(=NN2C)C2=C(C=CC=C2)Cl)C=C1